C1(CC1)N1N=C(C(=C1)C1=NC2=CC=CC=C2C=C1)C1CCOCC1 (1-cyclopropyl-3-(tetrahydro-2H-pyran-4-yl)-1H-pyrazol-4-yl)quinoline